2-(4-(((3-(difluoromethyl)-4-methylpyrimido[4',5':4,5]thieno[2,3-c]pyridazin-8-yl)amino)methyl-d2)phenyl)propan-2-ol FC(C1=C(C2=C(N=N1)SC1=C2N=CN=C1NC(C1=CC=C(C=C1)C(C)(C)O)([2H])[2H])C)F